5-(1-phenylethoxycarbonylamino)-1,3-oxazol C1(=CC=CC=C1)C(C)OC(=O)NC1=CN=CO1